2,3-bis(ethylsulfanyl)-N-(1-methyl-1H-tetrazole-5-yl)-4-(trifluoromethyl)benzamide C(C)SC1=C(C(=O)NC2=NN=NN2C)C=CC(=C1SCC)C(F)(F)F